5-(difluoromethoxy)-1-phenyltriazolinone FC(OC1C(N=NN1C1=CC=CC=C1)=O)F